(R,S)-3-(5-(3-Bromophenyl)thiazol-2-yl)-3-hydroxy-1-methylpyrrolidin-2-one BrC=1C=C(C=CC1)C1=CN=C(S1)[C@@]1(C(N(CC1)C)=O)O